[F-].[Ba+2].[K+].[F-].[F-] potassium barium fluoride